5-(cyclopropylmethyl)-6-(2-(2-methyl-6-(trifluoromethyl)pyrimidin-4-yl)-2,8-diazaspiro[4.5]decan-8-yl)-1,5-dihydro-4H-pyrazolo[3,4-d]pyrimidin-4-one C1(CC1)CN1C(=NC2=C(C1=O)C=NN2)N2CCC1(CCN(C1)C1=NC(=NC(=C1)C(F)(F)F)C)CC2